[1,2]oxaborinine O1BC=CC=C1